C[C@]12CCC(CC1CC[C@@H]3[C@@H]2CC[C@]4([C@H]3CC=C4O)C)O androstendiol